8-bromo-5-(2,4-dimethoxybenzylamino)-N-ethyl-7-phenylimidazo[1,2-C]pyrimidine-2-carboxamide BrC=1C=2N(C(=NC1C1=CC=CC=C1)NCC1=C(C=C(C=C1)OC)OC)C=C(N2)C(=O)NCC